C(C(C)C)N1C2C(C3C(NC2(C(CC1)C3)C(=O)NCC3=CC=CC=C3)=O)CC(C)C 4-isobutyl-8-benzylaminocarbonyl-2-isobutyl-4,9-diaza-10-oxo-tricyclo[5.3.1.03,8]undecane